tert-butyl 6'-bromospiro(azetidine-3,2'-chromene)-1-carboxylate BrC=1C=C2C=CC3(OC2=CC1)CN(C3)C(=O)OC(C)(C)C